3-(2-chloro-4'-(6-oxo-5,7-diazaspiro[3.5]nonan-5-yl)-[1,1'-biphenyl]-3-yl)piperidine-2,6-dione ClC1=C(C=CC=C1C1C(NC(CC1)=O)=O)C1=CC=C(C=C1)N1C2(CCC2)CCNC1=O